O=C1NC(CCC1N1C(C2=CC=CC(=C2C1=O)N1CCC(CC1)CCC1(C(=O)N)CC=C(C(=O)NC2=CC3=C(NC(=N3)CN3[C@H](CCC3)C)C=C2)C=C1)=O)=O 1-(2-(1-(2-(2,6-dioxopiperidin-3-yl)-1,3-dioxoisoindolin-4-yl)piperidin-4-yl)ethyl)-N4-(2-(((S)-2-methylpyrrolidin-1-yl)methyl)-1H-benzo[d]imidazol-5-yl)terephthalamide